(R)-2-methyl-N-[(3R)-spiro[3H-furo[2,3-b]pyridine-2,4'-piperidine]-3-yl]propane-2-sulfinamide CC(C)(C)[S@@](=O)N[C@@H]1C=2C(=NC=CC2)OC12CCNCC2